N-(4-bromo-2-carbamoyl-6-chloro-phenyl)-2-(3-chloro-2-pyridyl)-5-[[5-[4-(trifluoromethyl)phenyl]tetrazol-2-yl]methyl]pyrazole-3-carboxamide BrC1=CC(=C(C(=C1)Cl)NC(=O)C=1N(N=C(C1)CN1N=C(N=N1)C1=CC=C(C=C1)C(F)(F)F)C1=NC=CC=C1Cl)C(N)=O